C(C)OC(C1=C(C=CC(=C1)F)Br)=O 2-bromo-5-fluorobenzoic acid ethyl ester